CO[Si]1(N(CCC1)CC(=O)OCC)C 2-methoxy-2-methyl-1-(ethoxycarbonyl)methyl-1-aza-2-silacyclopentane